1,2,3-trifluoro-benzene FC1=C(C(=CC=C1)F)F